6-((4-(2-(1H-1,2,4-triazol-1-yl)phenyl)-1H-1,2,3-triazol-1-yl)methyl)pyridin N1(N=CN=C1)C1=C(C=CC=C1)C=1N=NN(C1)CC1=CC=CC=N1